2-cyclobutylsulfanyl-3-{4-[3-(1H-tetrazol-5-yl)propyl]phenyl}pyridine C1(CCC1)SC1=NC=CC=C1C1=CC=C(C=C1)CCCC1=NN=NN1